O1C(CCCC1)N1N=C(C=2C1=NC(=NC2)N2CC1(CN(C1)C1=CC(=NC=C1)C(F)(F)F)CC2)C=C 1-(tetrahydro-2H-pyran-2-yl)-6-(2-(2-(trifluoromethyl)pyridin-4-yl)-2,6-diazaspiro[3.4]octan-6-yl)-3-vinyl-1H-pyrazolo[3,4-d]pyrimidin